CC=1C=C(C=CC1NC1=NNC(=C1)C1=CC=CC=C1)NC(C)=O N-(3-methyl-4-((5-phenyl-1H-pyrazol-3-yl)amino)phenyl)acetamid